ethyl (2R,3S)-2-(benzoylaminomethyl)-3-(4-fluorophenyl)-3-hydroxypropionate C(C1=CC=CC=C1)(=O)NC[C@@H](C(=O)OCC)[C@H](O)C1=CC=C(C=C1)F